N-(3,3-difluorocyclobutyl)-6-(6-(3-(methylsulfonyl)pyridine-2-ylamino)pyrimidin-4-ylamino)nicotinamide FC1(CC(C1)NC(C1=CN=C(C=C1)NC1=NC=NC(=C1)NC1=NC=CC=C1S(=O)(=O)C)=O)F